(1R,2S,5S)-3-((R)-2-aminobutanoyl)-6,6-dimethyl-N-((S)-3-oxo-1-((S)-2-oxopyrrolidin-3-yl)-4-(trifluoromethoxy)butan-2-yl)-3-azabicyclo[3.1.0]-hexane-2-carboxamide N[C@@H](C(=O)N1[C@@H]([C@H]2C([C@H]2C1)(C)C)C(=O)N[C@@H](C[C@H]1C(NCC1)=O)C(COC(F)(F)F)=O)CC